(S)-4-(tert-butoxycarbonyl)-morpholine-3-carboxylic acid C(C)(C)(C)OC(=O)N1[C@@H](COCC1)C(=O)O